NC=1C(=NC(=C(N1)C1=CC=C(C=C1)F)C1=CC(=NC(=C1)C)C)CNC(C1=C(C=CC=C1)OC)=O N-((3-amino-6-(2,6-dimethylpyridin-4-yl)-5-(4-fluorophenyl)pyrazin-2-yl)methyl)-2-methoxybenzamide